1-(6-Hydroxy-5-(3-methyl-1H-indol-1-yl)naphthalen-2-yl)ethanone OC=1C(=C2C=CC(=CC2=CC1)C(C)=O)N1C=C(C2=CC=CC=C12)C